(7R,8S)-2-chloro-7,8-dimethyl-7,8-dihydro-5H-pyrano[4,3-b]pyridin-5-one ClC1=CC=C2C(=N1)[C@@H]([C@H](OC2=O)C)C